methylenedi(phenylamine) C(NC1=CC=CC=C1)NC1=CC=CC=C1